ClC1=C2C=NN(C2=C(C=C1)C(=O)NC1CC2(CCC2)C1)CC1=CC=C(C=C1)N1CC(CC1)(F)F (Ra)-6-(4-chloro-1-(4-(3,3-difluoropyrrolidin-1-yl)benzyl)-1H-indazole-7-carboxamido)spiro[3.3]heptane